2-(6',7'-dihydrospiro[piperidine-4,5'-pyrrolo[2,3-c]pyridazin]-3'-yl)phenol N1=NC(=CC2=C1NCC21CCNCC1)C1=C(C=CC=C1)O